FC(CN1N=CC(=C1)OC1=C(C=CC(=C1)F)C1=NC=C(C=N1)CCN)F 2-[2-[2-[1-(2,2-difluoroethyl)pyrazol-4-yl]oxy-4-fluorophenyl]pyrimidin-5-yl]ethanamine